(S)-4-(3-bromo-1-(3-nitrophenyl)-1H-pyrazolo[3,4-d]pyrimidin-4-yl)-3-methylpiperazine-1-carboxylic acid tert-butyl ester C(C)(C)(C)OC(=O)N1C[C@@H](N(CC1)C1=C2C(=NC=N1)N(N=C2Br)C2=CC(=CC=C2)[N+](=O)[O-])C